(S)-2-((7-((4-cyano-2-fluorobenzyl)oxy)-1-oxo-3,4-dihydroisoquinolin-2(1H)-yl)methyl)-1-((oxetan-2-yl)methyl)-1H-benzo[d]imidazole-6-carboxylic acid methyl ester COC(=O)C=1C=CC2=C(N(C(=N2)CN2C(C3=CC(=CC=C3CC2)OCC2=C(C=C(C=C2)C#N)F)=O)C[C@H]2OCC2)C1